N-phenyl-N'-tolyl-p-phenylenediamine CC1=CC=C(C=C1)NC2=CC=C(C=C2)NC3=CC=CC=C3